2-(4-fluorophenyl)-N-{4-[3-(3-fluorophenyl)-1H-pyrrolo[3,2-b]pyridin-2-yl]pyridin-2-yl}acetamide FC1=CC=C(C=C1)CC(=O)NC1=NC=CC(=C1)C1=C(C2=NC=CC=C2N1)C1=CC(=CC=C1)F